CN(C1=C2C(=NC=C1C#N)N(C=C2)S(=O)(=O)C2=CC=C(C)C=C2)C2C[C@@H]1[C@@H](CNC1)C2 4-(methyl-((3aR,5s,6aS)-octahydrocyclopenta[C]pyrrol-5-yl)amino)-1-tosyl-1H-pyrrolo[2,3-b]pyridine-5-carbonitrile